ClC1=C(C=CC=C1)NC1=NC(=NC=C1C)NC1=CC2=C(B(OC2)O)C=C1 5-((4-((2-chlorophenyl)amino)-5-methylpyrimidin-2-yl)amino)benzo[c][1,2]oxaborole-1(3H)-ol